FC1=CC=C(C=C1)C1=CN=C2C=3N(C=C4C(N21)=CC=CC4)C=CC3 4-fluorophenyl-9H-benzo[e]imidazo[2,1-c]pyrrolo[1,2-a][1,4]diazepine